CN1CCC2=CC(=C(C=C12)[N+](=O)[O-])NS(=O)(=O)C N-(1-methyl-6-nitroindolin-5-yl)methanesulfonamide